ClC=1C=C(C(=NC1)[C@H]1[C@@H](CN(CC1)C1=C2C(=NC(=C1)C)N(N=C2)C)C)C 4-[(3S,4R)-4-(5-chloro-3-methyl-2-pyridinyl)-3-methyl-1-piperidinyl]-1,6-dimethyl-pyrazolo[3,4-B]pyridine